[4-(2,6-difluorobenzenesulfonamido)-1-piperidinyl]Benzothiazole-6-carboxylic acid ethyl ester C(C)OC(=O)C1=CC2=C(N=C(S2)N2CCC(CC2)NS(=O)(=O)C2=C(C=CC=C2F)F)C=C1